tert-butyl 4-{4-[(4-{2-tert-butyl-4-[2-fluoro-3-(propane-1-sulfonamido)phenyl]-1,3-thiazol-5-yl}pyrimidin-2-yl)amino]pyrazol-1-yl}piperidine-1-carboxylate C(C)(C)(C)C=1SC(=C(N1)C1=C(C(=CC=C1)NS(=O)(=O)CCC)F)C1=NC(=NC=C1)NC=1C=NN(C1)C1CCN(CC1)C(=O)OC(C)(C)C